1,6-dihydro-2-methyl-6-oxo-(3,4'-bipyridine)-5-carboxamide CC=1NC(C(=CC1C1=CC=NC=C1)C(=O)N)=O